P(=O)([O-])([O-])[O-].[Ag+].[Zr+4] Zirconium-silver phosphate